OC1=C(C(=C(C=C1C)C(C)C1=C(C(=C(C(=C1)C)O)C)C)C)C 1,1-bis-(4-hydroxy-2,3,5-trimethylphenyl)ethane